CN1C=C(C=2C(N(C=C(C21)C)C)=O)C(=O)NCC=2C(=NN(C2)C2=CC=CC=C2)C 1,5,7-trimethyl-N-((3-methyl-1-phenyl-1H-pyrazol-4-yl)methyl)-4-oxo-4,5-dihydro-1H-pyrrolo[3,2-c]pyridine-3-carboxamide